C(OCOC(=O)N1C2CNCC1CC2)([2H])([2H])[2H] ((methoxy-d3)methyl)-3,8-diazabicyclo[3.2.1]octane-8-carboxylate